1-(3-aminopropyl)-3-(5-chloro-4-(5,5-dimethyl-5,6-dihydro-4H-pyrrolo[1,2-b]pyrazole-3-yl)pyridin-2-yl)urea NCCCNC(=O)NC1=NC=C(C(=C1)C1=C2N(N=C1)CC(C2)(C)C)Cl